ClC1=CC=C(C=C1)[C@@]1(N(C(C2=CC(=CC(=C12)F)C(CN1CCCC1)(C)O)=O)CC1=CC=C(C=N1)C#N)OCC1(CC1)C#N 6-{[(1R)-1-(4-chlorophenyl)-1-[(1-cyanocyclopropyl)methoxy]-7-fluoro-5-[2-hydroxy-1-(pyrrolidin-1-yl)propan-2-yl]-3-oxo-2,3-dihydro-1H-isoindol-2-yl]methyl}pyridine-3-carbonitrile